1-bromo-5-methoxy-2-methyl-4-nitrobenzene BrC1=C(C=C(C(=C1)OC)[N+](=O)[O-])C